2-(1-(2-(5-methyl-3-trifluoromethyl-1H-pyrazol-1-yl)acetyl)piperidin-4-yl)-6,7-dihydrobenzo[d]thiazole CC1=CC(=NN1CC(=O)N1CCC(CC1)C=1SC2=C(N1)C=CCC2)C(F)(F)F